2,2'-diethoxy-2,2'-diaminobiphenyl C(C)OC1(C(C=CC=C1)=C1C(C=CC=C1)(N)OCC)N